C1(CCC1)N1CCC2(C(NC(N2CCC2CCOCC2)=O)=O)CC1 8-cyclobutyl-1-(2-(tetrahydro-2H-pyran-4-yl)ethyl)-1,3,8-triazaspiro[4.5]decane-2,4-dione